FC(CN1C=NC2=C1C=C(C=C2)C(F)(F)F)F 1-(2,2-difluoroethyl)-6-(trifluoromethyl)-1H-1,3-benzodiazol